S1C(=NC2=C1C=CC=C2)NC(=O)C=2C=CC=C1CCN(CC21)C2=CC=C(C(=N2)C(=O)O)C=2C=NN(C2)CC2=C(C=CC=C2)C2=CC=CC=C2 6-[8-(1,3-benzothiazol-2-ylcarbamoyl)-3,4-dihydroisoquinolin-2(1H)-yl]-3-[1-(biphenyl-2-ylmethyl)-1H-pyrazol-4-yl]pyridine-2-carboxylic acid